2-[6-amino-5-(trifluoromethyl)pyridin-3-yl]-N-[(1R)-1-(4-fluorophenyl)ethyl]-6,7-dihydrospiro[pyrazolo[5,1-c][1,4]oxazine-4,3'-pyrrolidine]-1'-carboxamide NC1=C(C=C(C=N1)C1=NN2C(=C1)C1(CN(CC1)C(=O)N[C@H](C)C1=CC=C(C=C1)F)OCC2)C(F)(F)F